NC=1C=CC(=NC1O)C(C(=O)O)(C)C 2-(5-amino-6-hydroxypyridin-2-yl)-2-methylpropanoic acid